CCC(CCCCCC(CCCC)O)O tridecane-3,9-diol